tert-butyl (6-(4-(7-cyclopropylquinoxalin-2-yl)-1H-pyrazol-1-yl)hexyl)carbamate C1(CC1)C1=CC=C2N=CC(=NC2=C1)C=1C=NN(C1)CCCCCCNC(OC(C)(C)C)=O